N-([4-[4-[[2-(4-chlorophenyl)-4,4-dimethylcyclohexen-1-yl]methyl]piperazin-yl]phenyl]sulfonyl)-2-methoxybenzamide ClC1=CC=C(C=C1)C1=C(CCC(C1)(C)C)CN1CCN(CC1)C1=CC=C(C=C1)S(=O)(=O)NC(C1=C(C=CC=C1)OC)=O